N'-(1,4-phenylene-bis(methylene))bis(N,N,2,2,6,6-hexamethylpiperidin-4-aminium) chloride [Cl-].C1(=CC=C(C=C1)CN1C(CC(CC1(C)C)[NH+](C)C)(C)C)CN1C(CC(CC1(C)C)[NH+](C)C)(C)C.[Cl-]